NCCOB([O-])[O-] aminoethylborate